N-(8-(methylamino)-5-(5-(2-(methylthio)ethoxy)benzo[d]oxazol-2-yl)-2,7-naphthyridin-3-yl)cyclopropanecarboxamide CNC=1N=CC(=C2C=C(N=CC12)NC(=O)C1CC1)C=1OC2=C(N1)C=C(C=C2)OCCSC